2-({3-[(2-Hydroxyethyl)amino]-4,5-dimethylphenyl}amino)-ethanol OCCNC=1C=C(C=C(C1C)C)NCCO